IN(CCCC)CCCC N-iodo-di-n-butyl-amine